ClC=1C2=C(N=C(N1)SC)C(CCCC2)(F)F 4-Chloro-9,9-difluoro-2-(methylsulfanyl)-6,7,8,9-tetrahydro-5H-cyclohepta[d]pyrimidine